COC1=CC=C(C=C1)C(=C(C1=CC=CC=C1)C1=CC=C(C=C1)C1=CC=C(S1)C=O)C1=CC=C(C=C1)OC 5-(4-(2,2-bis(4-methoxyphenyl)-1-phenylethenyl)phenyl)thiophene-2-formaldehyde